FC1(CC2(CN(C2)C2=CC=C(C=N2)C2CN(C2)C(CC[C@H]2NC(OC2)=O)=O)C1)F (4R)-4-[3-[3-[6-(6,6-Difluoro-2-azaspiro[3.3]heptan-2-yl)-3-pyridyl]azetidin-1-yl]-3-oxo-propyl]oxazolidin-2-one